3-[5-(5-Aminopentyl)-3-methyl-2-oxo-benzimidazol-1-yl]-1-methyl-piperidine NCCCCCC1=CC2=C(N(C(N2C)=O)C2CN(CCC2)C)C=C1